2-(1-(1-methylcyclopropyl)-1H-pyrazol-4-yl)cyclopentan-1-one CC1(CC1)N1N=CC(=C1)C1C(CCC1)=O